N-(3-((5-bromo-2-((1-(2-cyanopropan-2-yl)-1H-pyrazol-4-yl)amino)pyrimidin-4-yl)amino)-4-fluorophenyl)acrylamide BrC=1C(=NC(=NC1)NC=1C=NN(C1)C(C)(C)C#N)NC=1C=C(C=CC1F)NC(C=C)=O